C(C1=CC=CC=C1)OCC(=O)O Benzyloxyacetic acid